S1C(NC=2N=CN=CC21)=S 3H-[1,3]thiazolo[4,5-d]pyrimidine-2-thione